[Br-].[Br-].N1C(=O)NC(=O)C=C1 uracil dibromide